BrC=1C=CC(=C(C1)C1=NC(=NC(=N1)C1=CC=CC=C1)C1=CC=CC=C1)Cl 2-(5-bromo-2-chlorophenyl)-4,6-diphenyl-1,3,5-triazine